[Si](C)(C)(C(C)(C)C)OCCCNC1=CC2=C(N=C(S2)C#N)C=C1 6-((3-((tert-butyldimethylsilyl)oxy)propyl)amino)benzo[d]thiazole-2-carbonitrile